N-(2-methoxyl-cyclohexyl)-1,3-propanediamine O(C)C1C(CCCC1)NCCCN